C(CC)C=1NC(=C(N1)CCC)C 2,4-dipropyl-5-methylimidazole